Benzyl bis{[1-(2,3,4,6-tetra-O-acetyl-α-D-mannopyranosyl)-1H-1,2,3-triazol-4-yl]methyl}carbamate C(C)(=O)O[C@@H]1[C@H](O[C@@H]([C@H]([C@@H]1OC(C)=O)OC(C)=O)COC(C)=O)N1N=NC(=C1)CN(C(OCC1=CC=CC=C1)=O)CC=1N=NN(C1)[C@@H]1[C@@H](OC(C)=O)[C@@H](OC(C)=O)[C@H](OC(C)=O)[C@H](O1)COC(C)=O